(R)-N-(benzo[d]thiazol-5-yl)-1-((6-chloropyridin-3-yl)sulfonyl)pyrrolidine-3-carboxamide S1C=NC2=C1C=CC(=C2)NC(=O)[C@H]2CN(CC2)S(=O)(=O)C=2C=NC(=CC2)Cl